4-((4-(benzofuran-2-yl(1-(tert-butyl)-1H-tetrazol-5-yl)methyl)piperazin-1-yl)methyl)benzonitrile O1C(=CC2=C1C=CC=C2)C(N2CCN(CC2)CC2=CC=C(C#N)C=C2)C2=NN=NN2C(C)(C)C